2-methoxy-d3-5-nitropyridine C(OC1=NC=C(C=C1)[N+](=O)[O-])([2H])([2H])[2H]